5-Isopropylimidazo[1,2-c]pyrimidin-7-amine C(C)(C)C1=NC(=CC=2N1C=CN2)N